(4-(((1r,3r)-3-aminocyclobutyl)amino)-1H-pyrrolo[2,3-b]pyridin-3-yl)(2-chloro-4-phenoxyphenyl)methanone NC1CC(C1)NC1=C2C(=NC=C1)NC=C2C(=O)C2=C(C=C(C=C2)OC2=CC=CC=C2)Cl